COC(=O)C1=CC=C(C=C1)C(C)N1C[C@@H](N(C[C@H]1C)C(=O)OC(C)(C)C)C tert-butyl (2S,5R)-4-(1-(4-(methoxycarbonyl)phenyl) ethyl)-2,5-dimethylpiperazine-1-carboxylate